6-isopropoxy-pyrimidin-2-amine C(C)(C)OC1=CC=NC(=N1)N